ClC(S(=O)(=O)N(C1=CC=C(C=C1)C)S(=O)(=O)N(C)C)(F)Cl dichloro-N-[(dimethylamino)-sulfonyl]-fluoro-N-(p-tolyl)-methanesulfonamide